C(C)(C)(C)OC(=O)NC1=NC=CC(=C1)C(CCN(C(OC(C)(C)C)=O)C)=O tert-butyl (3-(2-((tert-butoxycarbonyl)amino)pyridin-4-yl)-3-oxopropyl)(methyl)carbamate